ClC1=C(C=C2C=C(N=CC2=C1)NC(=O)[C@@H]1[C@H](C1)C=1C=NN(C1C(F)(F)F)C)C1CCN(CC1)[C@@]1(COC[C@@H]1O)C (1S,2S)-N-(7-chloro-6-(1-((3R,4R)-4-hydroxy-3-methyltetrahydrofuran-3-yl)piperidin-4-yl)isoquinolin-3-yl)-2-(1-methyl-5-(trifluoromethyl)-1H-pyrazol-4-yl)cyclopropane-1-carboxamide